C(=C)C1=C2C(CC2)=CC=C1 4-ethenyl-benzocyclobutene